Cl.NC\C=C(\CN1C(=NC2=C1C=CC=C2C=2C=C(C=CC2)S(=O)(=O)NC2CC2)C(F)(F)F)/F (Z)-3-(1-(4-amino-2-fluoro-but-2-en-1-yl)-2-(trifluoromethyl)-1H-benzo[d]imidazol-4-yl)-N-cyclopropylbenzenesulfonamide hydrochloride